C1(CCCCC1)C#N cyclohexane-1-carbonitrile